N-(thiazol-5-yl)acetamide S1C=NC=C1NC(C)=O